2-(5-iodo-2-thienyl)ethanol IC1=CC=C(S1)CCO